[3-[4-(4-Chloro-2-methylsulfonyl-phenyl)phenyl]azetidin-1-yl]-[(3S)-3-(triazol-1-yl)pyrrolidin-1-yl]methanone ClC1=CC(=C(C=C1)C1=CC=C(C=C1)C1CN(C1)C(=O)N1C[C@H](CC1)N1N=NC=C1)S(=O)(=O)C